(2S,3R,4R,5S,6R)-2-(7-chloro-6-(4-ethylbenzyl)-2,3-dihydrobenzofuran-4-yl)-6-(methylthio)tetrahydro-2H-pyran-3,4,5-triol ClC1=C(C=C(C=2CCOC21)[C@@H]2O[C@@H]([C@H]([C@@H]([C@H]2O)O)O)SC)CC2=CC=C(C=C2)CC